4-(diethylamino)-5-methoxy-6-((5-methyl-1H-pyrazol-3-yl)amino)pyrimidin C(C)N(C1=NC=NC(=C1OC)NC1=NNC(=C1)C)CC